N-(2-chlorophenyl)-3,3-dimethyl-2-oxo-butanesulfonamide ClC1=C(C=CC=C1)NS(=O)(=O)CC(C(C)(C)C)=O